2-[4-[(E)-2-ethoxyvinyl]phenyl]acetic acid C(C)O/C=C/C1=CC=C(C=C1)CC(=O)O